methoxymethylpyrrolidine-3-carboxylic acid COCN1CC(CC1)C(=O)O